BrC1=CN(C=C1)C1CCN(CC1)C(=O)OC(C)(C)C tert-butyl 4-(3-bromo-1H-pyrrole-1-yl)piperidin-1-carboxylate